ClC=1C=CC(=C(C(=O)NC2=C(C=C(C=C2)[N+](=O)[O-])F)C1)O 5-Chloro-N-(2-fluoro-4-nitrophenyl)-2-hydroxybenzamide